N-(2-(4,4-difluoro-2-methylcyclohex-1-en-1-yl)-4-(2,5-difluorophenyl)pyridin-3-yl)-2-isopropylpyrimidine-5-carboxamide FC1(CC(=C(CC1)C1=NC=CC(=C1NC(=O)C=1C=NC(=NC1)C(C)C)C1=C(C=CC(=C1)F)F)C)F